isopentynyl nitrite N(=O)OC#CC(C)C